CC=1C=C2COC(C2=CC1)=O 5-methyl-isobenzofuran-1(3H)-one